OC1=C2C=CC=C(C2=CC=C1)C1=C2C(=NC(=C1C)N1CC3(CN(C3)C(C=C)=O)CC1)CC(OC2)(C)C 1-(6-(4-(5-hydroxy-1-naphthalenyl)-3,7,7-trimethyl-7,8-dihydro-5H-pyrano[4,3-b]pyridin-2-yl)-2,6-diazaspiro[3.4]octan-2-yl)-2-propen-1-one